BrC=1C=CC2=CN(N=C2C1)CCCN(C)C 3-(6-bromo-2H-indazol-2-yl)-N,N-dimethylpropan-1-amine